C1(CCCCC1)P(C1(C(=CC=CC1)C1=CC=CC=C1OC(C)C)OC(C)C)C1CCCCC1 2-dicyclohexylphosphino-2,6'-diisopropoxy-1,1'-biphenyl